1,3-Propanediol Dibehenate C(CCCCCCCCCCCCCCCCCCCCC)(=O)OCCCOC(CCCCCCCCCCCCCCCCCCCCC)=O